OCCNCC(=O)C1=CNC2=CC=CC=C12 2-(2-hydroxyethylamino)-1-(1H-indol-3-yl)ethane-1-one